amino((2S)-1,4-dioxan-2-yl)acetic acid NC(C(=O)O)[C@@H]1OCCOC1